1'-((8-(difluoromethoxy)-2-methyl-3-oxo-3,4-dihydroquinoxalin-6-yl)methyl)-N,2-dimethyl-1',2',3',6'-tetrahydro-[3,4'-bipyridine]-6-carboxamide FC(OC=1C=C(C=C2NC(C(=NC12)C)=O)CN1CCC(=CC1)C=1C(=NC(=CC1)C(=O)NC)C)F